Tributyl-(vinyl)stannane C(CCC)[Sn](C=C)(CCCC)CCCC